(R)-1-(1-acryloylpiperidine-3-yl)-4-amino-N-(4-(2-(dimethylamino)-2-oxoethyl)-3-fluoro-2-methoxyphenyl)-1H-pyrazolo[3,4-d]pyrimidine-3-carboxamide C(C=C)(=O)N1C[C@@H](CCC1)N1N=C(C=2C1=NC=NC2N)C(=O)NC2=C(C(=C(C=C2)CC(=O)N(C)C)F)OC